4,4'-ethylidenebisphenol C(C)(C1=CC=C(C=C1)O)C1=CC=C(C=C1)O